Cl.N[C@H](C(=O)NC1(CC1)C#N)CC(C)C (S)-2-amino-N-(1-cyanocyclopropyl)-4-methylpentanamide hydrochloride